dicarboxyethyl phosphinate melamine salt N1=C(N)N=C(N)N=C1N.[PH2](OCC(C(=O)O)C(=O)O)=O